NC1=NC(=CC(=N1)C1=NN(C=C1CC=1C=C(C(=O)O)C=CC1)C)Cl 3-[[3-(2-amino-6-chloro-pyrimidin-4-yl)-1-methyl-pyrazol-4-yl]methyl]benzoic acid